2'-ethoxy-5-(3-(((4-fluoro-2-(trifluoromethyl)phenyl)amino)methyl)pyrrolidin-1-yl)-N-((R)-pyrrolidin-3-yl)-[2,3'-bipyridine]-6-carboxamide formate C(=O)O.C(C)OC1=NC=CC=C1C1=NC(=C(C=C1)N1CC(CC1)CNC1=C(C=C(C=C1)F)C(F)(F)F)C(=O)N[C@H]1CNCC1